2-[5-fluoro-2-[2-methoxy-4-(trifluoromethoxy)phenoxy]-4-(trifluoromethyl)phenyl]-6-methyl-1H-pyridin-4-one FC=1C(=CC(=C(C1)C=1NC(=CC(C1)=O)C)OC1=C(C=C(C=C1)OC(F)(F)F)OC)C(F)(F)F